2-(benzhydryl(methyl)amino)-N-ethyl-5-hydroxy-1-methyl-6-oxo-1,6-dihydropyrimidine-4-carboxamide C(C1=CC=CC=C1)(C1=CC=CC=C1)N(C=1N(C(C(=C(N1)C(=O)NCC)O)=O)C)C